C(C1=CC=CC=C1)SC=1C(=C(C=CC1)N1C(CCC1)=O)CC 1-[3-(Benzylthio)-2-ethylphenyl]pyrrolidin-2-one